dichromium nitride N#[Cr]